ClCCC(=C(C1=CC=C(C=C1)O)C1=CC=C(OCCN2CCC(CC2)CN2C(C(N(C(C2([2H])[2H])([2H])[2H])C=2C=C3C(N(C(C3=CC2)=O)C2C(NC(CC2)=O)=O)=O)([2H])[2H])([2H])[2H])C=C1)C1=CC=C(C=C1)O 5-(4-((1-(2-(4-(4-chloro-1,2-bis(4-hydroxyphenyl)but-1-en-1-yl)phenoxy)ethyl)piperidin-4-yl)methyl)piperazin-1-yl-2,2,3,3,5,5,6,6-d8)-2-(2,6-dioxopiperidin-3-yl)isoindoline-1,3-dione